cyano-3-(4-fluorophenyl)acrylic acid C(#N)C(C(=O)O)=CC1=CC=C(C=C1)F